6-acetyl-8-cyclopentyl-2-[5-(2-methoxy-ethoxymethyl)-pyridin-2-ylamino]-5-methyl-8H-pyrido[2,3-d]Pyrimidin-7-one C(C)(=O)C1=C(C2=C(N=C(N=C2)NC2=NC=C(C=C2)COCCOC)N(C1=O)C1CCCC1)C